N-((S)-1-(2-((2S,4S)-2-Cyano-4-fluoropyrrolidin-1-yl)-2-oxoethyl)pyrrolidin-3-yl)-6-fluorobenzofuran-3-carboxamid C(#N)[C@H]1N(C[C@H](C1)F)C(CN1C[C@H](CC1)NC(=O)C1=COC2=C1C=CC(=C2)F)=O